benzo[d]isothiazol-6-amine S1N=CC2=C1C=C(C=C2)N